1-methyl-N-(2-(1-methyl-1H-indol-3-yl)-2-(pyrrolidin-1-yl)ethyl)-1H-indole-6-sulfonamide CN1C=CC2=CC=C(C=C12)S(=O)(=O)NCC(N1CCCC1)C1=CN(C2=CC=CC=C12)C